5-bromo-3-methyl-1H-pyrazole-4-carboxylic acid ethyl ester C(C)OC(=O)C=1C(=NNC1Br)C